2-methoxyethyl (1S,2R,5R)-3-((6-((1-ethylpiperidin-4-yl)oxy)pyridin-3-yl)sulfonyl)-2-(((tetrahydro-2H-pyran-2-yl)oxy)carbamoyl)-3,8-diazabicyclo[3.2.1]octane-8-carboxylate C(C)N1CCC(CC1)OC1=CC=C(C=N1)S(=O)(=O)N1[C@H]([C@@H]2CC[C@H](C1)N2C(=O)OCCOC)C(NOC2OCCCC2)=O